5-((7-(5-(2-(3-cyclopropyl-1-methyl-6-oxo-1,6-dihydropyridin-2-yl)-4-fluorophenoxy)pyrimidin-4-yl)-2,7-diazaspiro[4.4]non-2-yl)methyl)-1-(2-hydroxyethyl)-1H-benzo[d]imidazol-2(3H)-one C1(CC1)C1=C(N(C(C=C1)=O)C)C1=C(OC=2C(=NC=NC2)N2CC3(CCN(C3)CC3=CC4=C(N(C(N4)=O)CCO)C=C3)CC2)C=CC(=C1)F